(1R,7aS*)-7a-(hydroxymethyl)-6-methylenehexahydro-1H-pyrrolizin-1-ol OC[C@@]12CC(CN2CC[C@H]1O)=C |o1:2|